N=1C=NN2C1C=C(C=C2)OC2=CC(=C(C=C2Cl)NC2=NC=NC1=CC(=C(C=C21)NC(/C(=C\[C@@H]2N(CCC2)C)/F)=O)N2CCOCC2)OC (R,E)-N-(4-((4-([1,2,4]triazolo[1,5-a]pyridin-7-yloxy)-5-chloro-2-methoxyphenyl)amino)-7-morpholinoquinazolin-6-yl)-2-fluoro-3-(1-methylpyrrolidin-2-yl)acrylamide